3-(5-((1-(2-(1-(3-((4-([1,1'-biphenyl]-3-yl)-5-chloropyrimidin-2-yl)amino)cyclohexane-1-carbonyl)piperidin-4-yl)acetyl)piperidin-4-yl)oxy)-1-oxoisoindolin-2-yl)piperidine-2,6-dione C1(=CC(=CC=C1)C1=NC(=NC=C1Cl)NC1CC(CCC1)C(=O)N1CCC(CC1)CC(=O)N1CCC(CC1)OC=1C=C2CN(C(C2=CC1)=O)C1C(NC(CC1)=O)=O)C1=CC=CC=C1